COCC(=O)N1CCCC2=CC(=CC=C12)OCC(=O)N [1-(2-methoxyacetyl)-3,4-dihydro-2H-quinolin-6-yl]oxylacetamide